C(#N)C=1NC(=C([NH+]1)C#N)C#N.[Li+] lithium 2,4,5-tricyanoimidazolium